3-methyl-7-fluoroimidazo[1,2-c]quinazolin-5(6H)-one CC1=CN=C2N1C(NC=1C(=CC=CC21)F)=O